NC=1SC(=C(C1C(=O)OC(C)(C)C)C)C tert-butyl 2-amino-4,5-dimethylthiophene-3-carboxylate